N6-[2-amino-2-(2-pyridyl)ethyl]-N4-tert-butyl-1-methyl-pyrazolo[3,4-d]pyrimidine-4,6-diamine NC(CNC1=NC(=C2C(=N1)N(N=C2)C)NC(C)(C)C)C2=NC=CC=C2